1-((S)-1-(6-cyclopropylpyridin-3-yl)ethyl)-4-oxo-6-((1S,2R)-2-(pyrimidin-2-yl)cyclobutyl)-4,5-dihydro-1H-pyrazolo[3,4-d]pyrimidine-3-carbonitrile C1(CC1)C1=CC=C(C=N1)[C@H](C)N1N=C(C2=C1N=C(NC2=O)[C@@H]2[C@@H](CC2)C2=NC=CC=N2)C#N